1-tridecylglycerol C(CCCCCCCCCCCC)OCC(O)CO